FC(OC1=NC=CC(=C1)[C@H](COC)NC(=O)NC1CC2(C1)CCC2)F |r| Racemic-(±)-1-[1-(2-difluoromethoxy-pyridin-4-yl)-2-methoxy-ethyl]-3-spiro[3.3]Hept-2-yl-urea